sodium 1,3-dibromobenzene BrC1=CC(=CC=C1)Br.[Na]